ClC1=CC(=NC(=C1)Cl)N(C)C 4,6-dichloro-N,N-dimethyl-pyridin-2-amine